C(CCC)NC=1C=2C(N=C(N1)O)=CN(N2)CC2=C(C=C(CN(CCCCNC(CCCCCCCCCCCCCCCCC)=O)C)C=C2OC)OC N-(4-((4-((7-(butylamino)-5-hydroxy-2H-pyrazolo[4,3-d]pyrimidin-2-yl)methyl)-3,5-dimethoxybenzyl)(methyl)amino)butyl)stearamide